β-Alanyl-glycine NCCC(=O)NCC(=O)O